ethyl 5-(4-fluoro-3-hydroxyphenyl)isoxazole-3-carboxylate FC1=C(C=C(C=C1)C1=CC(=NO1)C(=O)OCC)O